2-[(2R)-2-[2-[4-[5-[tert-butyl(dimethyl)silyl]oxy-1-tetrahydropyran-2-yl-indazol-3-yl]pyrazol-1-yl]ethoxy]propoxy]ethyl methanesulfonate CS(=O)(=O)OCCOC[C@@H](C)OCCN1N=CC(=C1)C1=NN(C2=CC=C(C=C12)O[Si](C)(C)C(C)(C)C)C1OCCCC1